2-(acetoxymethoxy)-1,3-propanediyl diacetate C(C)(=O)OCC(COC(C)=O)OCOC(C)=O